3-chloro-N-[(2,4-dimethoxyphenyl)methyl]-4-[(4R)-3-[1-(dimethylamino)-1-methyl-ethyl]-6-azaspiro[3.4]octan-6-yl]-2,6-difluoro-N-(6-fluoro-2-pyridyl)benzenesulfonamide ClC=1C(=C(C(=CC1N1C[C@@]2(C(CC2)C(C)(C)N(C)C)CC1)F)S(=O)(=O)N(C1=NC(=CC=C1)F)CC1=C(C=C(C=C1)OC)OC)F